3-(((4,4-bis(oct-3-yn-1-yloxy)butanoyl)oxy)methyl)-5-(((7-((2-butyloctanoyl)oxy)heptanoyl)oxy)methyl)benzyl 4-(((2-(pyrrolidin-1-yl)ethyl)carbamoyl)oxy)decanoate N1(CCCC1)CCNC(=O)OC(CCC(=O)OCC1=CC(=CC(=C1)COC(CCCCCCOC(C(CCCCCC)CCCC)=O)=O)COC(CCC(OCCC#CCCCC)OCCC#CCCCC)=O)CCCCCC